methyl 3-bromo-propanoate BrCCC(=O)OC